butyl (1S,5R)-3-[[6-[2-(methoxymethoxy)-4-(1-tetrahydropyran-2-ylpyrazol-4-yl)phenyl]pyridazin-3-yl]-methyl-amino]-8-azabicyclo[3.2.1]octane-8-carboxylate COCOC1=C(C=CC(=C1)C=1C=NN(C1)C1OCCCC1)C1=CC=C(N=N1)N(C1C[C@@H]2CC[C@H](C1)N2C(=O)OCCCC)C